C(C)(C)(C)OC(=O)N1C2=CC=CC=C2C=2C=C(C=CC12)N(C1=CC=CC=C1)C1=CC=CC=C1.FN1C(C=2C(C1=O)=CC=CC2)=O N-fluorophthalimide tert-Butyl-3-(diphenylamino)-9H-carbazole-9-carboxylate